COC(=O)C1=C(NC(=C(C1C1=C(C=CC=C1)[N+](=O)[O-])C(=O)OC)C)C 1,4-dihydro-2,6-dimethyl-4-(2-nitrophenyl)-3,5-pyridinedicarboxylic acid dimethyl ester